F[B-](F)(F)F.C[N+]1=CC2=CC=CC=C2CC1 2-methyl-3,4-dihydroisoquinolin-2-ium tetrafluoroborate